C(CCCC1=NN=C(S1)C(=O)NCC1=C(C=CC(=C1)OC)F)C1=NN=C(S1)C(=O)NCC1=C(C=CC(=C1)OC)F 5,5'-(butane-1,4-diyl)bis(N-(2-fluoro-5-methoxybenzyl)-1,3,4-thiadiazole-2-carboxamide)